(2Z)-non-2-en C\C=C/CCCCCC